Cl.ClC1=CC=C(C=C1)C1(CNCC1)NS(=O)(=O)C1=CC=C(C=C1)OC(F)(F)F N-[3-(4-chlorophenyl)pyrrolidin-3-yl]-4-(trifluoromethoxy)benzenesulfonamide hydrochloride